COC(=O)C1CN(C1)CC(=O)NC=1C=CC=C2C(=CNC12)C1=NC(=NC=C1C)NC1=NN(C(=C1)C)C 1-(2-((3-(2-((1,5-dimethyl-1H-pyrazol-3-yl)amino)-5-methylpyrimidin-4-yl)-1H-indol-7-yl)amino)-2-oxoethyl)azetidine-3-carboxylic acid methyl ester